C1CCC2=CC(=CC=C12)C1[C@@H]2CNC[C@H]12 (1R,5S,6S)-6-(2,3-Dihydro-1H-inden-5-yl)-3-azabicyclo[3.1.0]hexane